Cl.SCCN 2-mercaptoethylamine hydrochloric acid salt